5-[3-[(dimethylamino)methyl]-3-methoxy-pyrrolidin-1-yl]-N-(6-fluoro-2-pyridyl)-4-methyl-pyridine-2-sulfonamide CN(C)CC1(CN(CC1)C=1C(=CC(=NC1)S(=O)(=O)NC1=NC(=CC=C1)F)C)OC